C1(=CC=CC=C1)C1=NN=C(S1)NC1=CC=C(C=C1)C 5-phenyl-N-p-tolyl-1,3,4-thiadiazol-2-amine